(4-((1H-pyrazol-4-yl)ethynyl)-[2,4'-bipyrimidinyl]-2'-yl)-5-methoxyisoindoline N1N=CC(=C1)C#CC1=NC(=NC=C1)C1=NC(=NC=C1)C1NCC2=CC(=CC=C12)OC